2-(3'-(3-(1-(4-(tert-butyl)benzyl)-4-ethyl-5-oxo-4,5-dihydro-1H-1,2,4-triazol-3-yl)propyl)-4-ethoxy-[1,1'-biphenyl]-3-yl)acetic acid C(C)(C)(C)C1=CC=C(CN2N=C(N(C2=O)CC)CCCC=2C=C(C=CC2)C2=CC(=C(C=C2)OCC)CC(=O)O)C=C1